N2-(3,5-Dimethoxyphenyl)-5-(1-propyl-1H-pyrazol-4-yl)-N4-(1,2,3,4-tetrahydroisoquinolin-7-yl)pyrimidine-2,4-diamine COC=1C=C(C=C(C1)OC)NC1=NC=C(C(=N1)NC1=CC=C2CCNCC2=C1)C=1C=NN(C1)CCC